(2S,3S)-2-acetoxyl-3-methylpentanoic acid chloride O(C(=O)C)[C@H](C(=O)Cl)[C@H](CC)C